(6-(3-cyclopropyl-1H-1,2,4-triazol-1-yl)-2-azaspiro[3.3]heptan-2-yl)(6-(3-fluoro-5-(trifluoromethyl)phenoxy)-2-azaspiro[3.3]heptan-2-yl)methanone C1(CC1)C1=NN(C=N1)C1CC2(CN(C2)C(=O)N2CC3(C2)CC(C3)OC3=CC(=CC(=C3)C(F)(F)F)F)C1